ClC1=NN2C(C=N1)=C(C=C2)C(F)(F)F 2-chloro-5-(trifluoromethyl)pyrrolo[2,1-f][1,2,4]triazin